NC1=NN2C(N=CC(=C2)F)=C1C(=O)NC=1C=NC=C(C1C=1CCN(CC1)C1COC1)F 2-amino-6-fluoro-N-(5-fluoro-1'-(oxetan-3-yl)-1',2',3',6'-tetrahydro-[4,4'-bipyridin]-3-yl)pyrazolo[1,5-a]pyrimidine-3-carboxamide